N-(4-((1,3-dioxoisoindolin-5-yl)oxy)phenyl)-3-methylbenzamide O=C1NC(C2=CC(=CC=C12)OC1=CC=C(C=C1)NC(C1=CC(=CC=C1)C)=O)=O